2-((1s,3r)-1-(4-(6-(5-(hydroxymethyl)-1H-pyrazol-3-yl)pyrazolo[1,5-a]pyrazin-4-yl)-1H-pyrazol-1-yl)-3-methoxycyclobutyl)acetonitrile OCC1=CC(=NN1)C=1N=C(C=2N(C1)N=CC2)C=2C=NN(C2)C2(CC(C2)OC)CC#N